N-[(3R)-4,4-difluoro-1-{(5S)-5-[5-methyl-3-(2,4,6-trifluorophenyl)pyridin-2-yl]-4,5-dihydro-1,2-oxazol-3-yl}pyrrolidin-3-yl]-1,1-difluoromethanesulfonamide FC1([C@@H](CN(C1)C1=NO[C@@H](C1)C1=NC=C(C=C1C1=C(C=C(C=C1F)F)F)C)NS(=O)(=O)C(F)F)F